2-Bromo-6-chloro-4-(oxiran-2-yl)pyridine BrC1=NC(=CC(=C1)C1OC1)Cl